FC1(CCN(CC1)C1=CC(=CC(=N1)C=1C(=C(C(=O)N)C=CC1NS(=O)(=O)CCO)N1CCC2(CC2)CC1)C=1C=NN(C1)C)F (6-(4,4-difluoropiperidin-1-yl)-4-(1-methyl-1H-pyrazol-4-yl)pyridin-2-yl)-4-(2-hydroxyethylsulfonylamino)-2-(6-azaspiro[2.5]oct-6-yl)benzamide